NC1=NC=CC=C1C1=NC=2C(=NC(=CC2)C2=CC=CC=C2)N1C1=CC=C(CN2C[C@]3(CCN(C3)C3=NC(=NC=N3)C#N)CC2)C=C1 (R)-4-(7-(4-(2-(2-aminopyridin-3-yl)-5-phenyl-3H-imidazo[4,5-b]pyridin-3-yl)benzyl)-2,7-diazaspiro[4.4]nonan-2-yl)-1,3,5-triazine-2-carbonitrile